C(C)(=O)N[C@H]1[C@@H](O)O[C@@H]([C@H]([C@@H]1OC(C)=O)OC(C)=O)COC(C)=O 2-acetamido-3,4,6-tri-O-acetyl-2-deoxy-alpha-D-glucopyranose